methyl (S)-3-(2-chloro-6-fluorophenyl)-5-(1-(2-hydroxypropyl)-5-(trifluoromethyl)-1H-pyrazol-4-yl)isoxazole-4-carboxylate ClC1=C(C(=CC=C1)F)C1=NOC(=C1C(=O)OC)C=1C=NN(C1C(F)(F)F)C[C@H](C)O